4-(((2S,3R,4R)-4-((((Z)-2-methyl-2-butenoyl)oxy)methyl)-5-(3,4,5-trimethoxyphenyl)-tetrahydrofuran-3-yl)methyl)benzoic acid ethyl ester C(C)OC(C1=CC=C(C=C1)C[C@H]1COC([C@H]1COC(\C(=C/C)\C)=O)C1=CC(=C(C(=C1)OC)OC)OC)=O